C(C1=CC=CC=C1)SC1=C(C=C(C=C1)Cl)C1(CC1)N 1-(2-benzylsulfanyl-5-chloro-phenyl)cyclopropylamine